CC=1C=CC=C2C=CC=C(C12)N1CC=2N=C(N=C(C2CC1)N1C[C@H](NCC1)CC#N)OC[C@H]1N(CCC1)C 2-[(2R)-4-[7-(8-methyl-1-naphthyl)-2-[[(2S)-1-methylpyrrolidin-2-yl]methoxy]-6,8-dihydro-5H-pyrido[3,4-d]pyrimidin-4-yl]piperazin-2-yl]acetonitrile